2,2'-(2-methyl-1,3-phenylene)bis(azanediyl)diethanol CC1=C(C=CC=C1NCCO)NCCO